3,5-dichloroisonicotinamide ClC1=C(C(=O)N)C(=CN=C1)Cl